C(C)OC(=O)C=1N=C2N(C=CC(=C2)Br)C1S(=O)(=O)CC 7-bromo-3-(ethylsulfonyl)imidazo[1,2-a]pyridine-2-carboxylic acid ethyl ester